7-isopropoxy-2-((1S,4R)-1-methyl-2-oxabicyclo[2.2.1]heptan-4-yl)-N-(1-((1R,2S)-2-methylcyclopropyl)-2-oxo-1,2-dihydropyridin-3-yl)imidazo[1,2-a]pyridine-6-carboxamide trifluoroacetate FC(C(=O)O)(F)F.C(C)(C)OC1=CC=2N(C=C1C(=O)NC=1C(N(C=CC1)[C@H]1[C@H](C1)C)=O)C=C(N2)[C@@]21CO[C@@](CC2)(C1)C